(R)-6-(4-cyclopropyl-6-methoxypyrimidin-5-yl)-1-(1-(4-(1-methyl-4-(trifluoromethyl)-1H-imidazol-2-yl)phenyl)ethyl)-1H-pyrazolo[3,4-d]pyrimidine C1(CC1)C1=NC=NC(=C1C1=NC=C2C(=N1)N(N=C2)[C@H](C)C2=CC=C(C=C2)C=2N(C=C(N2)C(F)(F)F)C)OC